1-(5,6-dimethoxy-3-pyridyl)-4,4-difluoro-3,3-dimethyl-isoquinoline COC=1C=C(C=NC1OC)C1=NC(C(C2=CC=CC=C12)(F)F)(C)C